ClC1=C(C(=CC=C1)Cl)C1=CC2=C(N=C(N=C2)NC2=CC(=C(N=N2)OCCN2CCS(CC2)(=O)=O)CNS(=O)(=O)C)N(C1=O)C N-((6-((6-(2,6-dichlorophenyl)-8-methyl-7-oxo-7,8-dihydropyrido[2,3-d]pyrimidin-2-yl)amino)-3-(2-(1,1-dioxidothiomorpholino)ethoxy)pyridazin-4-yl)methyl)methanesulfonamide